C(C)(=O)N([C@@H](CO)C(=O)O)C1[C@@H](N)[C@H](O)[C@@H](O)[C@@H](O1)CO N-acetyl-L-glucosaminyl-L-serine